4-((1H-Pyrrolo[2,3-b]pyridin-5-yl)amino)-N-(4-(4-methylpiperazin-1-yl)phenyl)-2-oxo-1,2-dihydropyridine-3-carboxamide N1C=CC=2C1=NC=C(C2)NC2=C(C(NC=C2)=O)C(=O)NC2=CC=C(C=C2)N2CCN(CC2)C